(-)-[3-(4H-1,2,4-Triazol-3-yl)pyrrolidin-1-yl]-[3-[6-[4-(trifluoromethoxy)phenoxy]-3-pyridyl]azetidin-1-yl]methanone N=1N=C(NC1)C1CN(CC1)C(=O)N1CC(C1)C=1C=NC(=CC1)OC1=CC=C(C=C1)OC(F)(F)F